hexanediol malonate C(CC(=O)O)(=O)O.C(CCCCC)(O)O